C(#N)C1=C(SC2=CN=CC(=C21)C2=C(C=C1C(=NC(=NC1=C2F)Cl)O)Cl)NC(=O)OC(C)(C)C 2-methylpropan-2-yl {[3-cyano-4-(2,6-dichloro-8-fluoro-4-hydroxyquinazolin-7-yl)thieno[2,3-c]pyridin-2-yl]amino}methanoate